((1r,3r)-3-(Benzyl(methyl)amino)cyclobutyl)(3,3,5-trimethyl-2,3-dihydro-1H-pyrrolo[3,2-b]pyridin-1-yl)methanone C(C1=CC=CC=C1)N(C1CC(C1)C(=O)N1CC(C2=NC(=CC=C21)C)(C)C)C